2-(2-nitro-4-trifluoromethyl-benzoyl)-1,3-cyclohexanedione [N+](=O)([O-])C1=C(C(=O)C2C(CCCC2=O)=O)C=CC(=C1)C(F)(F)F